2-(3,5-dichloro-1H-indazol-4-yl)-1-[(1S)-5-[2,2-difluoro-1-hydroxy-1-methyl-ethyl]-1-methyl-3,4-dihydro-1H-isoquinolin-2-yl]Ethanone ClC1=NNC2=CC=C(C(=C12)CC(=O)N1[C@H](C2=CC=CC(=C2CC1)C(C(F)F)(C)O)C)Cl